3-(4-((1s,4s)-4-(4-(4-(3-amino-6-(3-fluoro-2-hydroxyphenyl)pyridazin-4-yl)-1H-pyrazol-1-yl)piperidin-1-yl)cyclohexyl)indolin-1-yl)piperidine-2,6-dione NC=1N=NC(=CC1C=1C=NN(C1)C1CCN(CC1)C1CCC(CC1)C1=C2CCN(C2=CC=C1)C1C(NC(CC1)=O)=O)C1=C(C(=CC=C1)F)O